5-Trifluoromethyl-Uridin FC(C=1C(NC(N([C@H]2[C@H](O)[C@H](O)[C@@H](CO)O2)C1)=O)=O)(F)F